Diethyl (4-(2,7-dimethoxy-9H-carbazol-9-yl)butyl)phosphonate COC1=CC=2N(C3=CC(=CC=C3C2C=C1)OC)CCCCP(OCC)(OCC)=O